NC1=C2C(=NC=N1)N(N=C2I)CC=2C=C1CCN(CC1=CC2)C(=O)OC(C)(C)C tert-butyl 6-((4-amino-3-iodo-1H-pyrazolo[3,4-d]pyrimidin-1-yl)methyl)-3,4-dihydroisoquinoline-2(1H)-carboxylate